(S)-7'-(3,5-difluorophenyl)-1-(thieno[2,3-d]pyrimidin-4-yl)dihydro-1'H,3'H,5'H-spiro[piperidine-4,2'-pyrazolo[1,2-a]pyrazol]-1'-one FC=1C=C(C=C(C1)F)[C@@H]1CCN2N1C(C1(C2)CCN(CC1)C=1C2=C(N=CN1)SC=C2)=O